B([O-])(O)O.C(C(=O)O)(=O)O.[Li+] lithium (oxalate) borate